C(#N)C1=CC=C(C=C1)C(CN[C@H](C(=O)NC1=NC=C(C=C1)C=1C=NN(C1)CC(N1CCCC1)=O)C1=CC=CC=C1)C (S)-2-((2-(4-cyanophenyl)propyl)amino)-N-(5-(1-(2-oxo-2-(pyrrolidin-1-yl)Ethyl)-1H-pyrazol-4-yl)pyridin-2-yl)-2-phenylacetamide